C(C=C)OCC(C(=O)OCCCCCCCCCCCCCCCCCCCC)=C eicosyl α-allyloxymethylacrylate